tert-Butyl (5-bromo-2,3-dihydrobenzofuran-7-yl)carbamate BrC=1C=C(C2=C(CCO2)C1)NC(OC(C)(C)C)=O